6,7-dihydrothiazolo[5,4-c]pyridin N1=CSC=2C=NCCC21